NC1=C2N=C(N(C2=NC=N1)CCNS(=O)C(C)(C)C)SC1=CC2=C(OCO2)C=C1N(C)C N-(2-(6-amino-8-((6-(dimethylamino)benzo[d][1,3]dioxol-5-yl)thio)-9H-purin-9-yl)ethyl)-2-methylpropane-2-sulfinamide